2-{4-[(1,1,2-trifluoroethoxy)methyl]piperidin-1-yl}aniline FC(CF)(OCC1CCN(CC1)C1=C(N)C=CC=C1)F